neopentyl N-((S)-2-(4-(4-acetamidophenyl)-1-oxoisoindolin-2-yl)-3-acetoxypropanoyl)-O-acetyl-L-serinate C(C)(=O)NC1=CC=C(C=C1)C1=C2CN(C(C2=CC=C1)=O)[C@H](C(=O)N[C@@H](COC(C)=O)C(=O)OCC(C)(C)C)COC(C)=O